sodium dodecane-1-thiolate C(CCCCCCCCCCC)[S-].[Na+]